N,N-dimethylaminoethylneopentyl acrylate C(C=C)(=O)OC(C(C)(C)C)CCN(C)C